tert-Butyl 6-(6,8-dioxo-2,7-diazaspiro[4.5]decan-2-yl)nicotinate O=C1C2(CCN(C2)C2=NC=C(C(=O)OC(C)(C)C)C=C2)CCC(N1)=O